methacrylamidomethylpropanesulfonic acid C(C(=C)C)(=O)NCC(CC)S(=O)(=O)O